FC(C1=CC=C(C=C1)C=CC(=O)C1=C(C=C(C=C1OCOC)OCOC)O)(F)F 3-(4-trifluoromethylphenyl)-1-(2-hydroxy-4,6-bis(methoxymethoxy)phenyl)prop-2-en-1-one